(9R)-N-(1-(4-(4-(2-(2,6-dioxopiperidin-3-yl)benzyl)piperazin-1-yl)benzyl)-1H-pyrazol-4-yl)-9-methyl-6-oxo-6,7,8,9-tetrahydropyrido[3',2':4,5]pyrrolo[1,2-a]pyrazine-2-carboxamide O=C1NC(CCC1C1=C(CN2CCN(CC2)C2=CC=C(CN3N=CC(=C3)NC(=O)C=3C=CC=4C=C5N([C@@H](CNC5=O)C)C4N3)C=C2)C=CC=C1)=O